NC1=C(C=C(C=N1)NC(C(=O)N1[C@@H](C[C@@H]([C@H](C1)C)OC)C1=CC=C(C=C1)N1CCN(CC1)C)=O)CC N-(6-amino-5-ethyl-3-pyridyl)-2-[(2S,4S,5S)-4-methoxy-5-methyl-2-[4-(4-methylpiperazin-1-yl)phenyl]-1-piperidyl]-2-oxo-acetamide